1,1,1-triacetoxy-1lambda5,2-benziodoxol-3(1H)-on C(C)(=O)OI1(OC(C2=C1C=CC=C2)=O)(OC(C)=O)OC(C)=O